(Rac)-(1R,5S)-7-(trifluoromethyl)-2,3,4,5-tetrahydro-1H-1,5-methanobenzo[c]azepine FC(C1=CC2=C([C@@H]3NCC[C@H]2C3)C=C1)(F)F |r|